FC=1C=C2CCC(C2=CC1OC)=O 5-fluoro-6-methoxy-2,3-dihydro-1H-inden-1-one